2-((1-tert-butyl-1H-pyrazol-4-yl)amino)-4-(isopentylamino)pyrimidin-5-carboxamide C(C)(C)(C)N1N=CC(=C1)NC1=NC=C(C(=N1)NCCC(C)C)C(=O)N